(E)-7-(2-ethoxyvinyl)-2,3-dimethylquinazolin-4(3H)-one C(C)O/C=C/C1=CC=C2C(N(C(=NC2=C1)C)C)=O